2-Butendiol C(C=CC)(O)O